N-{[5-chloro-6-(5-methoxy-2-pyrazinyl)-2-indolyl]methyl}2-cyanocyclopropanecarboxamide ClC=1C=C2C=C(NC2=CC1C1=NC=C(N=C1)OC)CNC(=O)C1C(C1)C#N